C(C)(C)(C)OC(N(CCO)CC=1C=NC(=CC1)C(NC1=C(C(=CC=C1)Br)C)=O)=O.OC1=CC=C(C=C1)CC(=O)C 1-(4-hydroxyphenyl)acetone tert-butyl-((6-((3-bromo-2-methylphenyl)carbamoyl)pyridin-3-yl)methyl)(2-hydroxyethyl)carbamate